N-(3-chloro-5-methanesulfonamidophenyl)-5-{3-fluoro-5-[(3S)-pyrrolidin-3-yloxy]pyridin-2-yl}-1-methylpyrrole-3-carboxamide ClC=1C=C(C=C(C1)NS(=O)(=O)C)NC(=O)C1=CN(C(=C1)C1=NC=C(C=C1F)O[C@@H]1CNCC1)C